ClC=1C=C(C=CC1)C=1C=C2C(=NC1)NN=C2C(=O)C=2C(=C(C=CC2F)NS(=O)(=O)CCC)F N-(3-(5-(3-chlorophenyl)-1H-pyrazolo[3,4-b]pyridine-3-carbonyl)-2,4-difluorophenyl)-propane-1-sulfonamide